2-(7-((2r,5r)-5-ethyl-2-(methoxymethyl)-4-(1-(quinoxalin-6-yl)ethyl)piperazin-1-yl)-4-methyl-5-oxo-4,5-dihydro-2H-pyrazolo[4,3-b]pyridin-2-yl)acetonitrile C(C)[C@H]1N(C[C@@H](N(C1)C=1C=2C(N(C(C1)=O)C)=CN(N2)CC#N)COC)C(C)C=2C=C1N=CC=NC1=CC2